BrC=1C=C(C(=NC1)N)OC=1C=NN(C1)C1CCN(CC1)C 5-bromo-3-((1-(1-methylpiperidin-4-yl)-1H-pyrazol-4-yl)oxy)pyridin-2-amine